C1(CC1)[C@H](CP(OCC)(O)=O)C1=CC(=CC=C1)OC ethyl hydrogen ((S)-2-cyclopropyl-2-(3-methoxyphenyl)ethyl)phosphonate